bis(3-methoxyphenyl) phosphonate P(OC1=CC(=CC=C1)OC)(OC1=CC(=CC=C1)OC)=O